2-[2-[(5-methoxy-1H-benzoimidazol-2-yl)methylcarbamoyl]indan-2-yl]acetic acid COC1=CC2=C(NC(=N2)CNC(=O)C2(CC3=CC=CC=C3C2)CC(=O)O)C=C1